C(C)(C)(C)OC(CN1C(O[C@]2(C1=O)CCC1=CC(=CC=C12)N=C(C1=CC=CC=C1)C1=CC=CC=C1)=O)=O (R)-2-(5-((diphenylmethylene)amino)-2',4'-dioxo-2,3-dihydrospiro[indene-1,5'-oxazolidine]-3'-yl)acetic acid t-butyl ester